2-(sec-Butyl)-3-vinylbenzo[4,5]imidazo[1,2-a]pyrimidin-4(10H)-one C(C)(CC)C=1N=C2N(C(C1C=C)=O)C1=C(N2)C=CC=C1